acryloyloxynonylmethyl-diethoxysilane C(C=C)(=O)OCCCCCCCCC[Si](OCC)(OCC)C